ClC=1C=C(NC2(CCC3([C@H](CC4=CC=C(C=C34)OC)C[C@H](COC3=CC=NC=4CCC[C@@H](C34)C)C)CC2)C(=O)O)C=CC1 (1r,2'S,4S)-4-(3-chloroanilino)-6'-methoxy-2'-[(2R)-2-methyl-3-{[(5S)-5-methyl-5,6,7,8-tetrahydroquinolin-4-yl]oxy}propyl]-2',3'-dihydrospiro[cyclohexane-1,1'-indene]-4-carboxylic acid